C(C)(C)(C)OC(NCCOC1=CC2=C(N=C(S2)C2=C3N=CC(=NC3=CC(=C2)C)COC)C(=C1)Cl)=O 2-(4-chloro-2-(2-(methoxymethyl)-7-methylquinoxalin-5-yl)benzo[d]thiazol-6-yloxy)ethylcarbamic acid tert-butyl ester